BrC=1C=CC(=C(C1)S(=O)(=O)NC=1C(=C(C=C(C1)C1=CC=CC=C1)C(=O)OC)O)OC methyl 5-((5-bromo-2-methoxyphenyl)sulfonamido)-4-hydroxy-[1,1'-biphenyl]-3-carboxylate